Iron-Cobalt-Nickel-Manganese [Mn].[Ni].[Co].[Fe]